C(C)(C)(C)OC(=O)NCC1(OC2=C(C1)C=C(C=C2[C@@H](C)NC2=NC=1N(C=C2)N=CC1C(=O)O)F)CO 5-(((1R)-1-(2-(((tert-butoxycarbonyl)amino)methyl)-5-fluoro-2-(hydroxymethyl)-2,3-dihydrobenzofuran-7-yl)ethyl)amino)pyrazolo[1,5-a]pyrimidine-3-carboxylic acid